(E)-5-tetradecen-1-ol C(CCC\C=C\CCCCCCCC)O